Dimethyl-proline tert-butyl-2-[(4,4,5,5-tetramethyl-1,3,2-dioxaborolan-2-yl)methylene]-6-azaspiro[3.5]nonane-6-carboxylate C(C)(C)(C)C1C(CC12CN(CCC2)C(=O)O)=CB2OC(C(O2)(C)C)(C)C.C[C@@]2(N(CCC2)C)C(=O)O